2-methyl-4-(4-tert-butylphenyl)-5-methoxy-6-tert-butylindenyl-zirconium dichloride [Cl-].[Cl-].CC=1C(C2=CC(=C(C(=C2C1)C1=CC=C(C=C1)C(C)(C)C)OC)C(C)(C)C)[Zr+2]